7-((cyclopropylmethyl)amino)-5-fluoro-2-((piperidin-4-ylthio)methyl)quinazolin C1(CC1)CNC1=CC(=C2C=NC(=NC2=C1)CSC1CCNCC1)F